(R)-N-(2,3-dihydro-1H-inden-1-yl)-2-(piperazin-1-yl)benzo[d]thiazole-6-carboxamide [C@H]1(CCC2=CC=CC=C12)NC(=O)C1=CC2=C(N=C(S2)N2CCNCC2)C=C1